ClC=1C=C(C=CC1O)C[C@@H](CNC(C[C@H](C=1C=NC=CC1)C1CC1)=O)N(C)C (S)-N-((S)-3-(3-chloro-4-hydroxyphenyl)-2-(dimethylamino)propyl)-3-cyclopropyl-3-(pyridin-3-yl)propanamide